ClC=1N=CC(=NC1)C(=O)NC1=CC2=C(N=C(O2)C)C(=C1)F 5-chloro-N-(4-fluoro-2-methylbenzo[d]oxazol-6-yl)pyrazine-2-carboxamide